FC1CNCCC1N(C(OC(C)(C)C)=O)C tert-butyl N-(3-fluoro-4-piperidyl)-N-methyl-carbamate